7,7-dimethyl-4-phenyl-4,6,7,8-tetrahydro-2H-chromene-2,5(3H)-dione CC1(CC(C=2C(CC(OC2C1)=O)C1=CC=CC=C1)=O)C